3-amino-6-(3-(trimethylsilyl)phenyl)picolinamide NC=1C(=NC(=CC1)C1=CC(=CC=C1)[Si](C)(C)C)C(=O)N